methyl 6-methoxy-5-((phenylmethyl)sulfonamido)nicotinate COC1=NC=C(C(=O)OC)C=C1NS(=O)(=O)CC1=CC=CC=C1